C1=CC=CC=2C3=CC=CC=C3C(C12)CCNCCOCCOCCOCCOCCC 1-(9H-fluoren-9-ylmethyl)5,8,11,14-tetraoxa-2-aza-heptadecane